4-propyl-1-Cyclohexanol C(CC)C1CCC(CC1)O